Tri(4-methyl-1-heptyl)citrate CC(CCCC(C(C(C(=O)[O-])(CCCC(CCC)C)CCCC(CCC)C)(O)C(=O)[O-])C(=O)[O-])CCC